N1OC(NCO1)C1OC2=CC=CC(=C2O1)NCCCC(=O)O 4-((2-(2,6-dioxapiperazin-3-yl)-1,3-dioxaindol-4-yl)amino)butyric acid